C(CC(=O)O)(=O)O.N1CCC(CC1)N1N=CC(=C1)C=1C=CC(=NC1)N 5-[1-(piperidin-4-yl)-1H-pyrazol-4-yl]pyridin-2-amine malonate